tri(methoxyphenyl)arsine COC1=C(C=CC=C1)[As](C1=C(C=CC=C1)OC)C1=C(C=CC=C1)OC